1-(2,5-bis(isopentyloxy)phenyl)-2-bromoethanone C(CC(C)C)OC1=C(C=C(C=C1)OCCC(C)C)C(CBr)=O